C(C)(C)(C)C=1C=C(C=C(C1OC)C(C)(C)C)C1=C2C=C(C(C2=CC=2CCCC12)[Si](C1C(=C(C(=C1C)C)C)C)(C)C)C (4-(3,5-di-tert-butyl-4-methoxyphenyl)-2-methyl-1,5,6,7-tetrahydro-s-indacen-1-yl)dimethyl(2,3,4,5-tetramethylcyclopenta-2,4-dien-1-yl)silane